C(C)(C)(C)OC(=O)NC1=CC=CC(=N1)N1N=CC(=C1C(F)(F)F)C(=O)OCC ethyl 1-(6-((tert-butoxycarbonyl) amino) pyridin-2-yl)-5-(trifluoromethyl)-1H-pyrazole-4-carboxylate